(S)-3-aminohexan-1-ol N[C@H](CCO)CCC